S1C=C(C2=C1C=CC=C2)C[C@@H](CNC(=O)NCCC2=CSC=C2)N(C)C (S)-1-(3-(benzothien-3-yl)-2-(dimethylamino)propyl)-3-(2-(thiophen-3-yl)ethyl)urea